5-[1-(2-Fluoro-6-methyl-phenyl)-piperidin-4-yl]-2-[1-(5-methyl-[1,3,4]oxadiazol-2-yl)-azetidin-3-yl]-7-(2-trifluoromethyl-benzyl)-2,4,5,7-tetrahydro-pyrazolo[3,4-d]pyrimidin-6-on FC1=C(C(=CC=C1)C)N1CCC(CC1)N1C(N(C=2C(C1)=CN(N2)C2CN(C2)C=2OC(=NN2)C)CC2=C(C=CC=C2)C(F)(F)F)=O